C(C=C)(=O)O.C(C=C)(=O)O.OC1=CC=C(C=C1)C(C)(C)C1=CC=C(C=C1)O Bisphenol A bis(acrylate)